[Cl-].[Ba+2].[Cl-] barium chloride